N-(6-fluoropyridin-3-yl)-2-[methyl(2-{1H-pyrazolo[3,4-c]pyridin-5-yl}-5H,6H,7H-cyclopenta[d]pyrimidin-4-yl)amino]acetamide FC1=CC=C(C=N1)NC(CN(C=1C2=C(N=C(N1)C=1C=C3C(=CN1)NN=C3)CCC2)C)=O